ClC1=CC=CC2=C1N=C(S2)CO (4-chlorobenzo[d]thiazol-2-yl)methanol